tris(2-aminoethyl)phosphonium chloride [Cl-].NCC[PH+](CCN)CCN